(Z)-5-((5-(4-methoxyphenyl)furan-2-yl)methylene)-3-propyl-2-thioxothiazolidin-4-one COC1=CC=C(C=C1)C1=CC=C(O1)\C=C/1\C(N(C(S1)=S)CCC)=O